C1(=NN=CC12CCC=C2)C#N diazaspiro[4.4]non-1,3,8-trienenitrile